C1(CC1)C1=NN=C2N1N=C(C=C2NCC2=NC=CC=C2)N[C@H](CO)CC (S)-2-((3-cyclopropyl-8-((pyridin-2-ylmethyl)amino)-[1,2,4]triazolo[4,3-b]pyridazin-6-yl)amino)butan-1-ol